4-[1-hydroxy-2-(3-phenoxyphenylamino)ethyl]-1,3-dihydroimidazole-2-thione OC(CNC1=CC(=CC=C1)OC1=CC=CC=C1)C=1NC(NC1)=S